OC1CC(NC1)C(=O)NCC1=CC=C(C=C1)C1=C(N=CS1)C 4-hydroxyl-N-(4-(4-methylthiazol-5-yl)benzyl)pyrrolidine-2-carboxamide